N-(4-(4-amino-1-cyclopropyl-7-(4-(oxetan-3-ylamino)cyclohexyl)-1H-pyrazolo[4,3-c]pyridin-3-yl)-2-fluorophenyl)-2-chlorobenzenesulfonamide NC1=NC=C(C2=C1C(=NN2C2CC2)C2=CC(=C(C=C2)NS(=O)(=O)C2=C(C=CC=C2)Cl)F)C2CCC(CC2)NC2COC2